FC1=C(OC=2C=CN=C3C=C(C(=NC23)OC)OCCOC)C=CC(=C1)[N+](=O)[O-] 8-(2-fluoro-4-nitrophenoxy)-2-methoxy-3-(2-methoxyethoxy)-1,5-naphthyridine